12-(2,6-Dimethylphenyl)-15-oxa-8λ6-thia-1,9,11,19,25-pentaazapentacyclo[14.7.1.13,7.110,14.017,22]hexacosa-3(26),4,6,10,12,14(25),17,19,21-nonaene-2,8,8-trione CC1=C(C(=CC=C1)C)C=1N=C2NS(C3=CC=CC(C(N4CC5=CC=NC=C5C(OC(C1)=N2)C4)=O)=C3)(=O)=O